methyl-5-nitrobenzyl chloride CC(C1=CC=CC(=C1)[N+](=O)[O-])Cl